BrC=1C(=C(C=CC1)C1=CCN(CC1)C(=O)OC(C)(C)C)OC[C@H](O)C1=CC=C(C=C1)Cl (R)-tert-butyl 4-(3-bromo-2-(2-(4-chlorophenyl)-2-hydroxyethoxy) phenyl)-5,6-dihydropyridine-1(2H)-carboxylate